C(CCCC)(=O)NCC(=O)O valerylglycine